2,2,6,6-tetramethyltetrahydropyran-4-carbaldehyde CC1(OC(CC(C1)C=O)(C)C)C